COC1CC(C1)(C(=O)OC)C1=CC=C(C=C1)OC methyl (cis)-3-methoxy-1-(4-methoxyphenyl)cyclobutane-1-carboxylate